FC=1C=C2CCOCC2=CC1 (S)-6-fluoroisochroman